CC1=CC(=C(C=C1)O)O The molecule is a methylcatechol having a single methyl substituent at the 4-position. It has been isolated from Picea abies. It has a role as a hapten, a carcinogenic agent, an antioxidant, a human metabolite and a plant metabolite.